O1CC(C1)OC=1C(=CC(=NC1)C(=O)O)C(F)(F)F 5-(oxetan-3-yloxy)-4-(trifluoromethyl)picolinic acid